(propenyl)-5,5'-biphenyl C(=CC)C1=CC=CC(=C1)C=1C=CC=CC1